(2R,3S,4R,5R)-5-(4-(((acetoxymethoxy)carbonyl)amino) pyrrolo[2,1-f][1,2,4]triazin-7-yl)-5-cyano-4-hydroxy-2-((2-phenylacetoxy)methyl)tetrahydrofuran-3-yl L-valinate N[C@@H](C(C)C)C(=O)O[C@@H]1[C@H](O[C@@]([C@@H]1O)(C#N)C1=CC=C2C(=NC=NN21)NC(=O)OCOC(C)=O)COC(CC2=CC=CC=C2)=O